ClC=1C(=NC(=NC1)C(=O)N[C@@H]1C(N(C2=C(OC1)C=C(C=N2)Cl)C)=O)C2=NC=CC=C2F (S)-5-chloro-N-(8-chloro-5-methyl-4-oxo-2,3,4,5-tetrahydropyrido[3,2-b]-[1,4]oxazepin-3-yl)-4-(3-fluoropyridin-2-yl)pyrimidine-2-carboxamide